1-Cyclopropyl-5-oxopyrrolidine C1(CC1)N1CCCC1=O